ClC=1C=C(C(=NC1)OC)S(=O)(=O)NC1=NC=C(C(=C1F)C=1C=C2C=NC(=NC2=CC1)NC)F 5-Chloro-N-{3,5-difluoro-4-[2-(methylamino)quinazolin-6-yl]pyridin-2-yl}-2-methoxypyridine-3-sulfonamide